C(C)(C)(C)OC(=O)N(C(OC(C)(C)C)=O)CCOCCOCCOCCOCCOCCOCCOCCOCCOCCOCCO tert-butyl N-tert-butoxycarbonyl-N-[2-[2-[2-[2-[2-[2-[2-[2-[2-[2-(2-hydroxyethoxy) ethoxy]ethoxy]ethoxy]ethoxy]ethoxy]ethoxy]ethoxy]ethoxy] ethoxy]ethyl]carbamate